N-(3-(furan-2-yl)phenyl)-1-(3-methoxyphenyl)-3-methyl-5-oxo-4,5-dihydro-1H-pyrazole-4-carboxamide O1C(=CC=C1)C=1C=C(C=CC1)NC(=O)C1C(=NN(C1=O)C1=CC(=CC=C1)OC)C